1-allyl-2-(3-((4-(trifluoromethyl)benzyl)sulfonyl)prop-1-en-1-yl)disulfane C(C=C)SSC=CCS(=O)(=O)CC1=CC=C(C=C1)C(F)(F)F